4-(trifluoromethyl)-2-(2-(trimethylsilyl)ethoxy)methyl-Pyridazin-3(2H)-one FC(C=1C(N(N=CC1)COCC[Si](C)(C)C)=O)(F)F